ClC1=NN(C=C1)C=1C=C2C(=NC=NC2=C(C1)OC)NC(C)C=1C=NC(=NC1)C(F)(F)F 6-(3-Chloro-1H-pyrazol-1-yl)-8-methoxy-N-(1-(2-(trifluoromethyl)pyrimidin-5-yl)ethyl)quinazolin-4-amine